{8-methoxy-7-[3-(pyrrolidin-1-yl)propoxy]-5H-pyrido[4,3-b]indol-3-yl}methanol trifluoroacetate FC(C(=O)O)(F)F.COC1=CC=2C3=C(NC2C=C1OCCCN1CCCC1)C=C(N=C3)CO